4-(2-((4-((S)-2-(4-chloro-2-fluorophenyl)-2-methylbenzo[d][1,3]dioxol-4-yl)piperidin-1-yl)methyl)-4-methyl-1-(((S)-oxetan-2-yl)methyl)-1H-imidazol-5-yl)benzoic acid ClC1=CC(=C(C=C1)[C@@]1(OC2=C(O1)C=CC=C2C2CCN(CC2)CC=2N(C(=C(N2)C)C2=CC=C(C(=O)O)C=C2)C[C@H]2OCC2)C)F